2-amino-2-imidazo[1,5-a]pyridin-5-yl-acetonitrile NC(C#N)C1=CC=CC=2N1C=NC2